CN1N=C(C(=C1O[C@@H]1[C@H](COC1)O)C=1C=C2C(=C(N1)C)N(N=C2C=C)C2OCCCC2)C (3S,4S)-4-((1,3-dimethyl-4-(7-methyl-1-(tetrahydro-2H-pyran-2-yl)-3-vinyl-1H-pyrazolo[3,4-c]pyridin-5-yl)-1H-pyrazol-5-yl)oxy)tetrahydrofuran-3-ol